(S)-3-(3,4-difluorophenyl)-1-ethyl-N-(3-fluoro-4-((3-((1-hydroxypropan-2-yl)amino)-1H-pyrazolo[3,4-b]pyridin-4-yl)oxy)phenyl)-2,4-dioxo-1,2,3,4-tetrahydropyrimidine-5-carboxamide FC=1C=C(C=CC1F)N1C(N(C=C(C1=O)C(=O)NC1=CC(=C(C=C1)OC1=C2C(=NC=C1)NN=C2N[C@H](CO)C)F)CC)=O